COC=1C(=CN(C1C1=C(C=C(C=C1F)F)F)S(=O)(=O)C=1C=NC(=CC1)OC)C=O 4-methoxy-1-((6-methoxypyridin-3-yl)sulfonyl)-5-(2,4,6-trifluorophenyl)-1H-pyrrole-3-carbaldehyde